N-(3-chloro-4-fluorophenyl)nicotinamide ClC=1C=C(C=CC1F)NC(C1=CN=CC=C1)=O